(4-(4-((2-ethylbenzo[d]thiazol-5-yl)amino)quinolin-6-yl)-3-fluorophenyl)(4-methylpiperazin-1-yl)methanone C(C)C=1SC2=C(N1)C=C(C=C2)NC2=CC=NC1=CC=C(C=C21)C2=C(C=C(C=C2)C(=O)N2CCN(CC2)C)F